FC(C1=NC2=C(N1)C=CC=C2)(F)F 2-(trifluoro-methyl)-1H-benzo[d]imidazole